(S)-quinuclidin-3-yl((R)-5-(4-isopropoxyphenyl)-2,2,6-trimethyl-2,3-dihydro-1H-inden-1-yl)carbamate N12C[C@H](C(CC1)CC2)OC(N[C@@H]2C(CC1=CC(=C(C=C21)C)C2=CC=C(C=C2)OC(C)C)(C)C)=O